N-((2S)-2-(4-(3,8-diazabicyclo[3.2.1]octan-3-yl)-2,5-difluorophenyl)propyl)-1-ethyl-1H-pyrrolo[2,3-b]pyridine-5-carboxamide C12CN(CC(CC1)N2)C2=CC(=C(C=C2F)[C@@H](CNC(=O)C=2C=C1C(=NC2)N(C=C1)CC)C)F